2-amino-4(1H)-pyrimidinone NC=1NC=CC(N1)=O